FC=1C=C2C(=NNC2=CC1OCCOC)C1=CC(=NO1)C1=CC=C(C(=O)N(C)CCS(=O)(=O)C)C=C1 4-{5-[5-Fluoro-6-(2-methoxyethoxy)-1H-indazol-3-yl]-1,2-oxazol-3-yl}-N-(2-methansulfonylethyl)-N-methylbenzamid